ClC1=C(C=CC(=C1)F)C1=CC(OC2=NC(=CC=C21)N([C@@H](C)C(=O)OC)C)=O methyl N-(4-(2-chloro-4-fluorophenyl)-2-oxo-2H-pyrano[2,3-b]pyridin-7-yl)-N-methyl-alaninate